[NH4+].C(CCCC(=O)[O-])(=O)[O-].[NH4+] glutaric acid ammonium salt